4-((2-(1H-pyrazol-4-yl)ethyl)amino)-N-(2-(benzylsulfonyl)ethyl)-5,6-dimethylpyrimidine-2-carboxamide N1N=CC(=C1)CCNC1=NC(=NC(=C1C)C)C(=O)NCCS(=O)(=O)CC1=CC=CC=C1